10-(4-bromophenyl)-10H-phenoxazine BrC1=CC=C(C=C1)N1C2=CC=CC=C2OC=2C=CC=CC12